choline hydroxide salt [OH-].OCC[N+](C)(C)C